Docosyl ((((2R,3S,5R)-5-(6-amino-2-fluoro-9H-purin-9-yl)-2-ethynyl-3-hydroxytetrahydrofuran-2-yl)methoxy)(phenoxy)-phosphoryl)-L-alaninate NC1=C2N=CN(C2=NC(=N1)F)[C@H]1C[C@@H]([C@@](O1)(C#C)COP(=O)(OC1=CC=CC=C1)N[C@@H](C)C(=O)OCCCCCCCCCCCCCCCCCCCCCC)O